FC=1C(=C(C2=C(CC(O2)(C)C)C1)C(=O)O)F 5,6-difluoro-2,2-dimethyl-2,3-dihydro-1-benzofuran-7-carboxylic acid